ClC1=CC(=CC(=C1)\C=C\C1=CC=C(C=C1)OC)Cl (E)-1,3-dichloro-5-(4-methoxystyryl)benzene